B(O)(O)OC(C)(CC(C)(O)C)C 2,4-dimethyl-2,4-pentanediol borate